N-(8-(4,4-difluoropiperidin-1-yl)imidazo[1,2-a]pyridin-6-yl)-2-(4-hydroxy-6-azaspiro[2.5]oct-6-yl)-4-iodobenzamide FC1(CCN(CC1)C=1C=2N(C=C(C1)NC(C1=C(C=C(C=C1)I)N1CC(C3(CC3)CC1)O)=O)C=CN2)F